CCNC(=O)[C@@H]1CCCN1C(=O)[C@H](CCCN=C(N)N)NC(=O)[C@H](CC(C)C)NC(=O)[C@@H](CC2=CN(C=N2)CC3=CC=CC=C3)NC(=O)[C@H](CC4=CC=C(C=C4)O)NC(=O)[C@H](CO)NC(=O)[C@H](CC5=CNC6=CC=CC=C65)NC(=O)[C@H](CC7=CN=CN7)NC(=O)[C@@H]8CCC(=O)N8.CC(=O)O.CC(=O)O The molecule is an acetate salt obtained by combining histrelin with acetic acid. The amount of acetic acid present can vary and a variable amount of water may be present. Histrelin acetate is used as a subcutaneous hydrogel implant for the treatment of prostate cancer and for the suppression of gonadal sex hormone production in children with central precocious puberty. It has a role as an antineoplastic agent and a gonadotropin releasing hormone agonist. It contains a histrelin.